1-(6-(2-(7-carboxy-7-methyloctyl)phenyl)hexyl)cyclopropane C(=O)(O)C(CCCCCCC1=C(C=CC=C1)CCCCCCC1CC1)(C)C